C1(CC1)C=1C=C(CC2=C(NC=3N(C2=O)N=C(C3N3CCCCC3)C3=CC=CC=C3)C)C=CC1OC 6-(3-cyclopropyl-4-methoxybenzyl)-5-methyl-2-phenyl-3-(piperidin-1-yl)pyrazolo[1,5-a]pyrimidin-7(4H)-one